FC1=CC=C(C2=CN(N=C12)C1OCCCC1)C=O [7-fluoro-2-(oxan-2-yl)indazol-4-yl]methanone